C(C=1C(C(=O)OC(CCCCC)CC)=CC=CC1)(=O)OC(CCCCC)CC di(α-ethylhexyl) phthalate